rac-(2R,3S,4S,5R)-3-(3,4-difluoro-2-methoxy-phenyl)-4-ethyl-5-methyl-5-(trifluoromethyl)tetrahydrofuran-2-carboxylic acid FC=1C(=C(C=CC1F)[C@H]1[C@@H](O[C@]([C@H]1CC)(C(F)(F)F)C)C(=O)O)OC |r|